8-chloro-N-(2,2-dimethylbenzo[d][1,3]dioxol-5-yl)quinolin-2-amine ClC=1C=CC=C2C=CC(=NC12)NC1=CC2=C(OC(O2)(C)C)C=C1